FC1=CC=C(C=C1)C(C)N1C[C@@H](N(C[C@H]1C)C1=CC(N(C=2C=CC(=NC12)C#N)C)=O)C 8-((2S,5R)-4-(1-(4-fluorophenyl)ethyl)-2,5-dimethylpiperazin-1-yl)-5-methyl-6-oxo-5,6-dihydro-1,5-naphthyridine-2-carbonitrile